NC(CCCCNC(OCCCC)=O)C Butyl (5-aminohexyl)carbamate